C(C)[C@@H]1[C@@H](C[C@H](N(C1)C=1C2=C(N(C(N1)=O)C)C=CC(=N2)C#N)C)OC2=NC=C(C=C2)OC(C)C |&1:2| 4-((2R,4R,SR)-5-ethyl-4-((5-isopropoxypyridin-2-yl)oxy)-2-methylpiperidin-1-yl)-1-methyl-2-oxo-1,2-dihydropyrido[3,2-d]pyrimidine-6-carbonitrile